tert-butyl-4-(4-(6-(((1r,4r)-4-((3-chloro-4-cyanophenyl)(methyl)amino)cyclohexyl)-carbamoyl)pyridazin-3-yl)piperazine-1-carbonyl)piperazine C(C)(C)(C)N1CCN(CC1)C(=O)N1CCN(CC1)C=1N=NC(=CC1)C(NC1CCC(CC1)N(C)C1=CC(=C(C=C1)C#N)Cl)=O